(s)-2-(4-methoxyphenyl)-5-(1-((4-methylpyrimidin-2-yl)methyl)piperidin-3-yl)-2,4-dihydro-3H-1,2,4-triazol-3-one COC1=CC=C(C=C1)N1N=C(NC1=O)[C@@H]1CN(CCC1)CC1=NC=CC(=N1)C